(2-(methyl)Acryloyloxyethylphenyl)phosphoric acid CC(C(=O)OCCC1=C(C=CC=C1)OP(O)(O)=O)=C